OC(CNC)(P(O)(O)=O)P(O)(O)=O 1-hydroxy-2-(methylamino)ethylidenebisphosphonic acid